FC1=C(C=C(C=C1)CC1=NNC(C2=CC=CC=C12)=O)C(=O)N1CCN(CC1)C(CN1CCC(CC1)CC1CCNCC1)=O 4-[[4-fluoro-3-[4-[2-[4-(4-piperidylmethyl)-1-piperidyl]acetyl]piperazine-1-carbonyl]phenyl]methyl]-2H-phthalazin-1-one